5-(5-(2-methyl-5,6,7,8-tetrahydroimidazo[1,2-a]pyrazine-7-carbonyl)-1H-pyrrolo[2,3-b]pyridin-3-yl)-N-(1-methylpiperidin-4-yl)pyrazolo[1,5-a]pyridine-3-carboxamide CC=1N=C2N(CCN(C2)C(=O)C=2C=C3C(=NC2)NC=C3C3=CC=2N(C=C3)N=CC2C(=O)NC2CCN(CC2)C)C1